tert-butyl (3-bromo-5-((3-bromo-5-(pentafluoro-λ6-sulfanyl) phenyl)sulfonyl)benzoyl)glycinate BrC=1C=C(C(=O)NCC(=O)OC(C)(C)C)C=C(C1)S(=O)(=O)C1=CC(=CC(=C1)S(F)(F)(F)(F)F)Br